ClC=1C=C2C(=NC1C)SC1=C2C=CC(=C1)C1=CC=C(C=C1)CO 3-chloro-7-(4-(hydroxymethyl)phenyl)-2-methylbenzo[4,5]thieno[2,3-b]pyridin